BrC=1C(=C(SC1)B(O)O)C=O 4-BROMO-3-FORMYLTHIOPHEN-2-YLBORONIC ACID